N-[(2S,4R)-1,2-dimethylpiperidin-4-yl]-2-[8-(prop-2-enamido)naphthalen-2-yl]pyrimidine-4-carboxamide CN1[C@H](C[C@@H](CC1)NC(=O)C1=NC(=NC=C1)C1=CC2=C(C=CC=C2C=C1)NC(C=C)=O)C